FC(C1=NN=C(S1)N1N=CC2=C(C=C(C=C12)S(=O)(=O)N[C@@]1([C@@H](C1)CCO)C)N1CCN(CC1)C(C(C)C)=O)F 1-(5-(difluoromethyl)-1,3,4-thiadiazol-2-yl)-N-((1s,2s)-2-(2-hydroxyethyl)-1-methylcyclopropyl)-4-(4-isobutyrylpiperazin-1-yl)-1H-indazole-6-sulfonamide